BrC1=CSC2=C1C(=CC=C2C#N)F 3-bromo-4-fluoro-1-benzothiophene-7-carbonitrile